N-(4-((2S,4S)-4-Amino-2-(hydroxymethyl)pyrrolidin-1-yl)-2-ethylbenzo[d]thiazol-5-yl)-2-(2-fluoro-6-methoxyphenyl)pyrimidine-4-carboxamide N[C@H]1C[C@H](N(C1)C1=C(C=CC2=C1N=C(S2)CC)NC(=O)C2=NC(=NC=C2)C2=C(C=CC=C2OC)F)CO